2-(4-(4-(2-(5-Amino-8-(furan-2-yl)-2-oxothiazolo[5,4-e][1,2,4]triazolo[1,5-c]pyrimidin-3(2H)-yl)ethyl)piperazin-1-yl)-3-fluorophenoxy)-2-methylpropanoic acid NC1=NC2=C(C=3N1N=C(N3)C=3OC=CC3)SC(N2CCN2CCN(CC2)C2=C(C=C(OC(C(=O)O)(C)C)C=C2)F)=O